C(C)(C)(C)N(C(O)=O)CCN1C(NC2=C(C1)C=C(C=N2)\C=C\C(=O)N(CC=2OC1=C(C2C)C=CC=C1)C)=O.C(#CC)C=1C(NC(NC1)=O)=O 5-propynyl-uracile tert-butyl-(E)-(2-(6-(3-(methyl((3-methylbenzofuran-2-yl)methyl)amino)-3-oxoprop-1-en-1-yl)-2-oxo-1,4-dihydropyrido[2,3-d]pyrimidin-3(2H)-yl)ethyl)carbamate